S([O-])(O)(=O)=O.[NH+]1=CN=CC=C1 pyrimidinium bisulfate